butyl 9-amino-3,9-diazaspiro[5.5]undecane-3-carboxylate NN1CCC2(CCN(CC2)C(=O)OCCCC)CC1